C1(=CC=CC=C1)OC(=O)N1C(CNCC1)C1=C(C=CC=C1)SC1=C(C=C(C=C1)C)C (2-((2,4-dimethylphenyl)thio)phenyl)piperazine-1-carboxylic acid phenyl ester